[O].[Cd].[Fe] iron-cadmium-oxygen salt